2-[1-[(4-chlorophenyl)methyl]-5-oxopyrrolidin-2-yl]-N-(trifluoromethylsulfonyl)acetamid ClC1=CC=C(C=C1)CN1C(CCC1=O)CC(=O)NS(=O)(=O)C(F)(F)F